CC1=C(CN)C=CC(=C1)Br 2-Methyl-4-bromobenzylamine